N4-(5-(1,1-difluoroethyl)pyridin-3-yl)-1-methyl-1H-benzo[d]imidazole-2,4-diamine FC(C)(F)C=1C=C(C=NC1)NC1=CC=CC=2N(C(=NC21)N)C